benzyl N-[3-[4-(7,7-difluoro-2-methylsulfanyl-5,6-dihydrocyclopenta[d]pyrimidin-4-yl)phenyl]-1,1-dioxo-thietan-3-yl]carbamate FC1(CCC2=C1N=C(N=C2C2=CC=C(C=C2)C2(CS(C2)(=O)=O)NC(OCC2=CC=CC=C2)=O)SC)F